C(C)(C)(C)OC(=O)N1CCO[C@H]([C@H](C1)O)C(=O)N1[C@H](C2=CC=CC=C2CC1)C1=CC=C(C=C1)F (6S,7R)-7-((S)-1-(4-fluorophenyl)-1,2,3,4-tetrahydroisoquinoline-2-carbonyl)-6-hydroxy-1,4-oxaazepane-4-carboxylic acid tert-butyl ester